C(CC(O)(C(=O)[O-])CC(=O)[O-])(=O)[O-] e-citrate